(S)-2-(1-cyclopropyl-7-methyl-4-oxo-1,4-dihydro-5H-pyrazolo[3,4-d]pyridazin-5-yl)-N-(1-(2-fluoro-4-methylphenyl)ethyl)acetamide C1(CC1)N1N=CC2=C1C(=NN(C2=O)CC(=O)N[C@@H](C)C2=C(C=C(C=C2)C)F)C